(Z)-4-((1H-indazol-4-yl)oxy)-N-(3-methoxypropyl)-7-((trifluoromethyl)sulfonyl)-2,3-dihydro-1H-inden-1-imine N1N=CC2=C(C=CC=C12)OC1=C2CC/C(/C2=C(C=C1)S(=O)(=O)C(F)(F)F)=N/CCCOC